3-(4-(3,4-dichlorophenyl)-5-isobutylthiazol-2-ylamino)picolinic acid ClC=1C=C(C=CC1Cl)C=1N=C(SC1CC(C)C)NC=1C(=NC=CC1)C(=O)O